ethyl (1S,2S,5R)-8-(2-(dimethylamino)-2-oxoethyl)-3-((6-(4-fluorophenoxy)pyridin-3-yl)sulfonyl)-3,8-diazabicyclo[3.2.1]octane-2-carboxylate CN(C(CN1[C@@H]2[C@H](N(C[C@H]1CC2)S(=O)(=O)C=2C=NC(=CC2)OC2=CC=C(C=C2)F)C(=O)OCC)=O)C